ClC=1C(=NC(=NC1)NC1=CC=C(C=C1)N1CCNCC1)N1C=C(C2=CC=CC=C12)C(=O)N 1-[5-chloro-2-(4-piperazin-1-yl-phenylamino)-pyrimidin-4-yl]-1H-indole-3-carboxamide